C(C=C)(=O)[SiH3] Acryloyl-silane